4-(3-((3-(Ethylamino)-1-phenylpropoxy)methyl)phenyl)-1-methyl-1,2,3,4-tetrahydro-5H-benzo[e][1,4]diazepin-5-one C(C)NCCC(OCC=1C=C(C=CC1)N1CCN(C2=C(C1=O)C=CC=C2)C)C2=CC=CC=C2